FC(OC1=CC=C(C=N1)C(C)O)F 1-(6-(difluoromethoxy)pyridin-3-yl)ethan-1-ol